2,6-Hexanediol CC(CCCCO)O